tert-butyl 6-(6-(2-chloro-3,5-dimethoxyphenyl)-2-(methylamino)-7-oxopyrido[2,3-d]pyrimidin-8(7H)-yl)-2-azaspiro[3.3]heptane-2-carboxylate ClC1=C(C=C(C=C1OC)OC)C1=CC2=C(N=C(N=C2)NC)N(C1=O)C1CC2(CN(C2)C(=O)OC(C)(C)C)C1